(R) or (S)-1-Methyl-N'-((3-methyl-2-(trifluoromethyl)-6,7-dihydro-5H-cyclopenta[b]pyridin-4-yl)carbamoyl)-1H-pyrazole-3-sulfonimidamide CN1N=C(C=C1)[S@@](=O)(N)=NC(NC1=C2C(=NC(=C1C)C(F)(F)F)CCC2)=O |o1:6|